COC1=CC=C(CN(S(=O)(=O)C2=C(C=CC(=C2C=2N=NN(N2)CC2=CC=C(C=C2)OC)I)S(=O)(=O)C[C@@H](C)NC(OC(C)(C)C)=O)CC2=CC=C(C=C2)OC)C=C1 (R)-tert-butyl (1-((2-(N,N-bis(4-methoxybenzyl)sulfamoyl)-4-iodo-3-(2-(4-methoxybenzyl)-2H-tetrazol-5-yl)phenyl)sulfonyl)propan-2-yl)carbamate